rel-(S)-2-(5-chloro-4-(3,3-difluoro-1-methylcyclopentyl)-2-methylphenyl)-4-oxo-1,4-dihydro-1,6-naphthyridine-5-carboxamide ClC=1C(=CC(=C(C1)C=1NC=2C=CN=C(C2C(C1)=O)C(=O)N)C)[C@@]1(CC(CC1)(F)F)C |o1:22|